N1C(=NC=C1)C1=CC=2N=C(N=C(C2O1)N1CCOCC1)N1N=C(C=C1)C=1C=C(C=CC1)C 6-(1H-imidazol-2-yl)-4-morpholino-2-(3-(m-tolyl)-1H-pyrazol-1-yl)furo[3,2-d]pyrimidine